C=1C=NN2C1C=1N(CCCC2)C2=C(N1)C=CC=C2 5,6,7,8-tetrahydrobenzo[4,5]imidazo[1,2-a]pyrazolo[5,1-c][1,4]diazocine